bis[4-(aminophenoxy)phenyl]sulfoxide NC1=C(OC2=CC=C(C=C2)S(=O)C2=CC=C(C=C2)OC2=C(C=CC=C2)N)C=CC=C1